C1(CC1)NC(=O)C=1C=NN(C1)CC=1SC(=CC1)C1=NOC(=N1)C(F)(F)F N-cyclopropyl-1-[[5-[5-(trifluoromethyl)-1,2,4-oxadiazol-3-yl]-2-thienyl]methyl]pyrazole-4-carboxamide